CS(=O)(=O)CCNCC(=O)O 2-{[2-(methylsulfonyl)ethyl]amino}acetic acid